1-Benzyl 5-(1,3-dioxoisoindolin-2-yl) (tert-butoxycarbonyl)-L-glutamate C(C)(C)(C)OC(=O)N[C@@H](CCC(=O)ON1C(C2=CC=CC=C2C1=O)=O)C(=O)OCC1=CC=CC=C1